C(C)(C)(C)OC(=O)N1CCC(CC1)=O 4-oxo-piperidine-1-carboxylic acid tertbutylester